cyclopropaneacetic anhydride C1(CC1)CC(=O)OC(CC1CC1)=O